ethyl 12-hydroxy-3,3-dimethyl-7-oxo-2,3,3a,14a-tetrahydro-1H,7H-cyclopenta[5,6]pyrido[2',1':3,4]pyrazino[1,2-b]indazole-6-carboxylate OC1=CC=CC2=C3N(N=C12)C1C(N2C3=CC(C(=C2)C(=O)OCC)=O)C(CC1)(C)C